C(C)(=O)OC=1C=NC=CC1 Pyridin-3-yl acetate